C(C)(C)(C)OC(=O)NCC=1OC2=C(C1)C=C(C=C2C(=O)OC)OC methyl 2-(((tert-butoxycarbonyl)amino)methyl)-5-methoxybenzofuran-7-carboxylate